2-(1-Methyl-1H-pyrazol-5-yl)-5-(3-(3-((4-methyl-4H-1,2,4-triazol-3-yl)methyl)oxetan-3-yl)phenyl)-1,3,4-thiadiazole CN1N=CC=C1C=1SC(=NN1)C1=CC(=CC=C1)C1(COC1)CC1=NN=CN1C